N-(2'-(4,4-difluorocyclohexyl)-[2,4'-bipyridin]-3'-yl)-2-((1r,3r)-3-fluorocyclobutoxy)pyrimidine-5-carboxamide FC1(CCC(CC1)C1=NC=CC(=C1NC(=O)C=1C=NC(=NC1)OC1CC(C1)F)C1=NC=CC=C1)F